N(=[N+]=[N-])C1CN2C3=C(C=C(C=C3C1)C)C=C2 5-azido-8-methyl-5,6-dihydro-4H-pyrrolo[3,2,1-ij]quinoline